F[C@H](CN1CC(C1)N)C 1-((S)-2-fluoropropyl)azetidin-3-amine